[Cl-].C(=O)(O)CCC[N+](C)(C)C 3-carboxy-N,N,N-trimethylpropan-1-aminium chloride